(R)-2-amino-2-methyl-N-(1-(1-(methylsulfonyl)spiro[indoline-3,4'-piperidine]-1'-yl)-1-carbonyl-3-(phenylmethoxy-d2)propan-2-yl)propionamide hydrochloride Cl.NC(C(=O)N[C@H](C(=C=O)N1CCC2(CC1)CN(C1=CC=CC=C12)S(=O)(=O)C)COC([2H])([2H])C1=CC=CC=C1)(C)C